2-bromo-3,5-difluoroisonicotinic acid isobutyl ester C(C(C)C)OC(C1=C(C(=NC=C1F)Br)F)=O